ClC1=CC=C(C=C1)C=1N=C2OC=CN2C1 6-(4-chlorophenyl)imidazo[2,1-b]oxazole